3-methyl-3,4-dihydro-1H-isochromene CC1OCC2=CC=CC=C2C1